N=1N(N=C2C1C=CC=C2)C=2C=CC=C(C2O)C(C)(C)C 3-(2H-benzotriazol-2-yl)-5-(1,1-dimethylethyl)-4-hydroxy-benzene